CN(CCCN1C2=CC=C(C=C2C=2NC(C3=CC=CC=C3C21)=O)OC)C 11-(3-(dimethylamino)propyl)-8-methoxy-6,11-dihydro-5H-indolo[3,2-c]isoquinolin-5-one